C(C)N(C1=NN(C(C2=CC=3SC=NC3N12)=O)CC(=O)O)C 2-[12-[ethyl-(methyl)amino]-9-oxo-5-thia-1,3,10,11-tetraazatricyclo-[6.4.0.02,6]dodeca-2(6),3,7,11-tetraen-10-yl]acetic acid